CN(CC(=O)N1CCC(CC1)C=1C=C2C(=C(NC2=CC1)C1=CC(=NC(=C1)C)C)CC)C 2-(dimethylamino)-1-(4-(2-(2,6-dimethylpyridin-4-yl)-3-ethyl-1H-indol-5-yl)piperidin-1-yl)ethanone